N-(4-bromo-2,5-dimethylphenyl)-1-(1-methoxypropan-2-yl)pyrazolo[4,3-b]pyridin-5-amine BrC1=CC(=C(C=C1C)NC1=CC=C2C(=N1)C=NN2C(COC)C)C